5-(Hydroxymethyl)-l-1-methyl-6H-pyrido(4,3-b)carbazole OCC1=C2C(=CC=3C=4C=CC=CC4NC13)C(=NC=C2)C